COCCC1=NN=C(S1)C1=NC=C(C(=O)N([C@H]2CNCCC2)C2=NC=CC3=CC=CC(=C23)C)C=C1 (R)-6-(5-(2-methoxyethyl)-1,3,4-thiadiazol-2-yl)-N-(8-methylisoquinolin-1-yl)-N-(piperidin-3-yl)nicotinamide